ClC=1C(=NC=NC1Cl)N1CCN(CC1)CC=1C=C2C(N(C(C2=CC1)=O)N1C(NC(CC1)=O)=O)=O 5-((4-(5,6-dichloropyrimidin-4-yl)piperazin-1-yl)methyl)-2-(2,4-dioxotetrahydropyrimidin-1(2H)-yl)isoindoline-1,3-dione